CC(C)C(CCC(C(C)C)=O)=O 2,7-dimethyl-3,6-octanedione